(2RS,3SR)-2-Allyltetrahydrofuran-3-ol C(C=C)[C@H]1OCC[C@@H]1O |r|